ClC1=CC=C(C(=N1)C)N[C@H](C)C=1C=C(C=C2C(C(=C(OC12)C=1C=CC(N(C1)C)=O)C)=O)C 5-[8-[(1R)-1-[(6-Chloro-2-methyl-3-pyridyl)amino]ethyl]-3,6-dimethyl-4-oxo-chromen-2-yl]-1-methyl-pyridin-2-one